(Ra)-6-(4-Chloro-1-(4-(6-ethoxypyridin-2-yl)benzyl)-1H-indazol-7-carboxamido)spiro-[3.3]heptan ClC1=C2C=NN(C2=C(C=C1)C(=O)NC1CC2(CCC2)C1)CC1=CC=C(C=C1)C1=NC(=CC=C1)OCC